(3-bromo-7-(3,5-dimethyl-1H-pyrazol-4-yl)pyrazolo[1,5-a]Pyrimidin-5-yl)-8-oxa-3-azabicyclo[3.2.1]Octane BrC=1C=NN2C1N=C(C=C2C=2C(=NNC2C)C)C21CNCC(CC2)O1